5-(3-Fluoro-piperidin-1-yl)-pent-2-enoic acid [4-(3-chloro-4-fluoro-phenylamino)-7-methoxy-quinazolin-6-yl]-amide ClC=1C=C(C=CC1F)NC1=NC=NC2=CC(=C(C=C12)NC(C=CCCN1CC(CCC1)F)=O)OC